((5-cyclopropyl-3-(2,6-dichlorophenyl)isoxazol-4-yl)methoxy)bicyclo[2.2.2]octane-1-carbaldehyde C1(CC1)C1=C(C(=NO1)C1=C(C=CC=C1Cl)Cl)COC1C2(CCC(C1)CC2)C=O